ClC=1C=C(CN2N=C3C4=C(CCC3=C2)OC(=C4C)C(=O)NCC4=CC=C(C=C4)CC)C=CC1 2-(3-chlorobenzyl)-N-(4-ethylbenzyl)-8-methyl-4,5-dihydro-2H-furo[2,3-g]indazole-7-carboxamide